CSC=1N=CC2=C(N1)N(C(C=C2C#C[Si](C(C)C)(C(C)C)C(C)C)=O)[C@H]2CN(CCC2)C(CC)=O (R)-2-(Methylthio)-8-(1-propionylpiperidin-3-yl)-5-((triisopropylsilyl)ethynyl)pyrido[2,3-d]pyrimidin-7(8H)-one